(1-benzylpiperidin-4-yl)methyl (S)-2-(3-(2-(((1r,3S)-3-aminocyclobutyl)amino)-2-oxoethoxy)phenyl)-2-hydroxy-2-phenylacetate dihydrochloride Cl.Cl.NC1CC(C1)NC(COC=1C=C(C=CC1)[C@](C(=O)OCC1CCN(CC1)CC1=CC=CC=C1)(C1=CC=CC=C1)O)=O